spiro[5,6-dihydrocyclopenta[b]thiophene-4,3'-azetidine]-3-carbonitrile N1CC2(C1)CCC=1SC=C(C12)C#N